5-(3-Fluoro-1H-pyrazol-4-yl)-2-{6-[methyl(piperidin-4-yl)amino][1,3]thiazolo[4,5-c]pyridazin-3-yl}phenol FC1=NNC=C1C=1C=CC(=C(C1)O)C1=CC2=C(N=N1)N=C(S2)N(C2CCNCC2)C